Methyl 3-[(3S)-4,4-dimethyltetrahydrofuran-3-yl]-2-[[2-fluoro-4-(3-hydroxyphenyl)-5-methyl-phenyl]methyl]benzimidazole-5-carboxylate CC1([C@@H](COC1)N1C(=NC2=C1C=C(C=C2)C(=O)OC)CC2=C(C=C(C(=C2)C)C2=CC(=CC=C2)O)F)C